C(C1=CC=CC=C1)N[C@@H]1[C@@H](CCCC1)NC=1C=C2CN(C(C2=CC1)=O)C1C(NC(CC1)=O)=O 3-(5-(((1R,2S)-2-(benzylamino)cyclohexyl)amino)-1-oxoisoindolin-2-yl)piperidine-2,6-dione